C(C)(CC)OCCNCCCN1CCOCC1 N-(2-(sec-butoxy)ethyl)-3-morpholinopropan-1-amine